N-isopropyl-2-(5,6,7-trifluoro-1-methyl-1H-indol-3-yl)quinoline-5-carboxamide C(C)(C)NC(=O)C=1C=2C=CC(=NC2C=CC1)C1=CN(C2=C(C(=C(C=C12)F)F)F)C